C(C)(C)(C)OC(=O)N1CC(C1)OC=1C=C2C(=NC=NC2=CC1OC)C1=CC=C(C=C1)NC(CC1=CC=C(C=C1)C(F)(F)F)=O 3-((7-methoxy-4-(4-(2-(4-(trifluoromethyl)phenyl)acetamido)phenyl)quinazolin-6-yl)oxy)azetidine-1-carboxylic acid tert-butyl ester